tert-Butyl (methylsulfonyl)carbamate CS(=O)(=O)NC(OC(C)(C)C)=O